2-(2-methylimidazo[1,2-b]pyridazin-6-yl)-7-[(3S)-3-pyrrolidin-1-ylpyrrolidin-1-yl]pyrido[1,2-a]pyrimidin-4-one CC=1N=C2N(N=C(C=C2)C=2N=C3N(C(C2)=O)C=C(C=C3)N3C[C@H](CC3)N3CCCC3)C1